ClC=1C=C(C=C(C1OC[C@@H](CCl)O)Cl)C(C)(C)C1=CC=C(OC[C@@H](COS(=O)(=O)C2=CC=C(C=C2)C)O)C=C1 4-methylbenzenesulfonic acid (S)-3-(4-(2-(3,5-dichloro-4-((S)-3-chloro-2-hydroxypropoxy) phenyl) propan-2-yl) phenoxy)-2-hydroxypropyl ester